6-[8-(1,3-benzothiazol-2-ylcarbamoyl)-3,4-dihydroisoquinolin-2(1H)-yl]-3-[1-(2-oxatricyclo[3.3.1.13,7]dec-1-ylmethyl)-1H-pyrazol-4-yl]pyridine-2-carboxylic acid S1C(=NC2=C1C=CC=C2)NC(=O)C=2C=CC=C1CCN(CC21)C2=CC=C(C(=N2)C(=O)O)C=2C=NN(C2)CC21OC3CC(CC(C2)C3)C1